ClC1=CNC2=C(C=CC(=C12)Cl)[N+](=O)[O-] 3,4-dichloro-7-nitro-1H-indole